ClC1=CC=C(C(=N1)CN(C)C)C1(CCOCC1)OC 1-(6-chloro-3-(4-methoxytetrahydro-2H-pyran-4-yl)pyridin-2-yl)-N,N-dimethylmethylamine